NC1=CC=C(CNC(=N)NC(=N)N2CCC2)C=C1 N-(N-(4-aminobenzyl)amidino)azetidine-1-carboxamidine